C[Si](C1=NC=CC=C1)(\C=C\C1=CC=CC=C1)C (E)-2-(dimethyl(styryl)silyl)pyridine